1-[3-(dimethylamino)-2,2-dimethylpropyl]-4-[5-(1-ethyl-3-methyl-1H-pyrazol-5-yl)-4H-1,2,4-triazol-3-yl]-1H-indazole-6-carboxamide CN(CC(CN1N=CC2=C(C=C(C=C12)C(=O)N)C1=NN=C(N1)C1=CC(=NN1CC)C)(C)C)C